1-((9H-fluoren-9-yl)methyl) 3-((6aR,10aR)-6,6,9-trimethyl-3-pentyl-6a,7,8,10a-tetrahydro-6H-benzo[c]chromen-1-yl) pyrrolidine-1,3-dicarboxylate N1(CC(CC1)C(=O)OC1=C2[C@H]3[C@H](C(OC2=CC(=C1)CCCCC)(C)C)CCC(=C3)C)C(=O)OCC3C1=CC=CC=C1C=1C=CC=CC31